C(CC)ON(C1=CC=C(C=C1)C)OCCC N,N-dipropoxy-p-toluidine